O=C1NC(=CC=C1C(=O)NC(C1=CC=C(C=C1)CC(F)(F)F)C1=CC=CC=C1)C(F)(F)F 2-oxo-N-(phenyl(4-(2,2,2-trifluoroethyl)phenyl)methyl)-6-(trifluoromethyl)-1,2-dihydropyridine-3-carboxamide